tridecane-1,13-dithiol C(CCCCCCCCCCCCS)S